COC1=NC(=CC=C1[C@@H](CC1=NC(=NC(=N1)N[C@@H](CO)CC(C)C)NS(=O)(=O)C)C)OC |o1:8| N-(4-((R*)-2-(2,6-Dimethoxypyridin-3-yl)propyl)-6-(((R)-1-hydroxy-4-methylpentan-2-yl)amino)-1,3,5-triazin-2-yl)methanesulfonamide